C(C)ON1CC=C(C=C1)C1=CC=NC=C1 1-ethoxy-4,4'-bipyridine